C(CC)[C@@]1(O)[C@H](O)[C@@H](O)[C@H](O)[C@H](O1)CO propyl-alpha-D-glucopyranose